4-fluoro-1-[3-(1H-indol-3-yl)propanoyl]-N-{phenyl[4-(propan-2-yl)phenyl]methyl}pyrrolidine-2-carboxamide FC1CC(N(C1)C(CCC1=CNC2=CC=CC=C12)=O)C(=O)NC(C1=CC=C(C=C1)C(C)C)C1=CC=CC=C1